((2S,3R)-2-fluoro-3-(4-fluorophenyl)-3-hydroxybutyl)benzamide F[C@@H](CC1=C(C(=O)N)C=CC=C1)[C@](C)(O)C1=CC=C(C=C1)F